ClC=1C(=NC(=NC1)NC=1C=NC=C(C1)N1C(CCC1)=O)C=1C=NN(C1)C1CCN(CC1)C(=O)OC(C)(C)C tert-butyl 4-(4-(5-chloro-2-((5-(2-oxopyrrolidin-1-yl)pyridin-3-yl)amino)pyrimidin-4-yl)-1H-pyrazol-1-yl)piperidine-1-carboxylate